5-Chloro-2-(3,3-difluorocyclobutyl)-4-(4-(trifluoromethyl)cyclohexyl)pyridine ClC=1C(=CC(=NC1)C1CC(C1)(F)F)C1CCC(CC1)C(F)(F)F